(4-(phenanthr-9-yl)phenyl)boric acid C1=CC=CC=2C3=CC=CC=C3C(=CC12)C1=CC=C(C=C1)OB(O)O